C1(CCC2=NC=CC=C12)NC=1N=CC=C2C=C(OC12)C=1C(=C(N=C2C(CS(C12)(=O)=O)C(C)C)CCC1CCOCC1)C=1OC(=NN1)C N-(R)-4-aza-1-indanyl(2-{3-isopropyl-6-(5-methyl-1,3,4-oxadiazol-2-yl)-1,1-dioxo-5-[2-(tetrahydro-2H-pyran-4-yl)ethyl]-1λ6-thia-4-aza-7-indanyl}-1-oxa-6-aza-7-indenyl)amine